NCC1=CC(=C(C=C1)NC(=O)C1=CC2=C(OCCC3=C2SC=C3)C=C1C=1C(=NC(=CC1)C(NCC1=C(C(=CC=C1)Cl)F)=O)C(=O)OC)C methyl 3-(9-((4-(aminomethyl)-2-methylphenyl)carbamoyl)-4,5-dihydrobenzo[b]thieno[2,3-d]oxepin-8-yl)-6-((3-chloro-2-fluorobenzyl)carbamoyl)picolinate